5-(chloromethyl)-3-(2-chloro-4-tolyl)-1,2,4-oxadiazole ClCC1=NC(=NO1)C1=CC(=C(C=C1)C)Cl